C1(CC1)C=1C=CC(=C(C1)NC(=O)C=1OC(=CC1)C1CCOCC1)N1CC(CC1)(C)O N-(5-cyclopropyl-2-(3-hydroxy-3-methyl-pyrrolidin-1-yl)phenyl)-5-(tetrahydro-2H-pyran-4-yl)furan-2-carboxamide